The molecule is a cephalosporin compound having (1H-1,2,3-triazol-4-ylsulfanyl)methyl and [(2R)-2-amino-2-(4-hydroxyphenyl)]acetamido side-groups. An antibacterial drug first prepared in the 1970s, it has more recently been found to be an inhibitor of eukaryotic elongation factor-2 kinase (eEF2K), which is known to regulate apoptosis, autophagy and ER stress in many types of human cancers. It has a role as an antibacterial drug and an EC 2.7.11.20 (elongation factor 2 kinase) inhibitor. It is a cephalosporin, a semisynthetic derivative, a carboxylic acid, a member of triazoles, a member of phenols and an amino acid amide. C1C(=C(N2[C@H](S1)[C@@H](C2=O)NC(=O)[C@@H](C3=CC=C(C=C3)O)N)C(=O)O)CSC4=NNN=C4